C(CCCCCCCC)(=O)OCC(COC(CCCCCCCC)=O)CC(=O)OC[C@H]1C[C@H](N1C(=O)OCCN(C)C)COC(CC(COC(CCCCCCCC)=O)COC(CCCCCCCC)=O)=O |o1:30,32| ((((rel-(2S,4R)-1-((2-(dimethylamino)ethoxy)carbonyl)azetidine-2,4-diyl)bis(methylene))bis(oxy))bis(2-oxoethane-2,1-diyl))bis(propane-2,1,3-triyl) tetranonanoate